CC(C)([N+](=O)[O-])C1CC(OCC1)=O 4-(1-Methyl-1-nitroethyl)-tetrahydropyran-2-one